(2S,3R)-3-[p-(Methylsulfonyl)phenyl]-3-hydroxy-2-amino-propanoic acid CS(=O)(=O)C1=CC=C(C=C1)[C@H]([C@@H](C(=O)O)N)O